C(C)OC(C(C(=O)OCC)=CC1=CC(=CC=C1)OC)=O 2-[(3-methoxyphenyl)methylene]-malonic acid 1,3-diethyl ester